(R)-2'-hydroxy-6'-methoxy-6-methyl-[1,1'-biphenyl]-2-carbonitrile OC1=C(C(=CC=C1)OC)C=1C(=CC=CC1C)C#N